ClC1=NC=C(C(=C1)NC(C)C)C#CCN1CCOCC1 2-chloro-N-isopropyl-5-(3-morpholinopropan-1-ynyl)pyridin-4-amine